5-isobutylbenzoic acid C(C(C)C)C=1C=CC=C(C(=O)O)C1